[S].[Cl-].C(C=C)[N+](C)(C)CC=C diallyl-dimethyl-ammonium chloride sulfur